C(C(=C)C)(=O)OCCCCCCCC\C=C/CCCCCC palmitoleyl methacrylate